O1C(COCC1)CN1N=CC2=CC=CC=C12 1-((1,4-dioxan-2-yl)methyl)-1H-indazole